C(C)N1CCN(CC1)C1=CC=C(C=C1)SC=1C=CCCC1 5-((4-(4-ethylpiperazin-1-yl)phenyl)thio)-1H-benzol